ClC=1C=CC2=C(C(=NCC=3N2C=C(N3)C(=O)NC)C3=C(C=CC=C3)F)C1 8-chloro-6-(2-fluorophenyl)-N-methyl-4H-imidazo[1,2-a][1,4]benzodiazepine-2-carboxamide